ClC1=C(C=C(C=C1)NC(NC1=CC=C(OC2=CC(=NC=C2)C)C=C1)=O)C(F)(F)F 4-(4-3-[4-chloro-3-(trifluoromethyl)phenyl]ureidophenoxy)-2-methylpyridine